Ethyl (E)-4-(3-(benzyloxy)-3-oxoprop-1-en-1-yl)-3-fluoro-5-(4-fluorophenyl)-1H-pyrrole-2-carboxylate C(C1=CC=CC=C1)OC(/C=C/C=1C(=C(NC1C1=CC=C(C=C1)F)C(=O)OCC)F)=O